C1(CC1)C=1C=C(C2=C(N(C(=N2)C=2N(C=C(C2)C(C2=C(N=CC=C2)C(F)(F)F)=O)COCC[Si](C)(C)C)COCC[Si](C)(C)C)C1)C#N 6-cyclopropyl-2-(4-(2-(trifluoromethyl)nicotinoyl)-1-((2-(trimethylsilyl)ethoxy)methyl)-1H-pyrrol-2-yl)-1-((2-(trimethylsilyl)ethoxy)methyl)-1H-benzo[d]imidazole-4-carbonitrile